C(C(=C)C)(=O)NCCC[Si](O[Si](C)(C)C)(O[Si](C)(C)C)O[Si](C)(C)C 3-Methacrylamidopropyltris(trimethylsiloxy)silane